tert-butyl 8-{3-cyano-7-[(2-methoxyethyl) (methyl) amino]-1-methyl-2-oxo-1,2-dihydroquinolin-4-yl}-2,8-diazaspiro[4.5]decane-2-carboxylate C(#N)C=1C(N(C2=CC(=CC=C2C1N1CCC2(CCN(C2)C(=O)OC(C)(C)C)CC1)N(C)CCOC)C)=O